(4-(5-(trifluoromethyl)pyridin-2-yloxy)piperidin-1-yl)ethylamine hydrochloride Cl.FC(C=1C=CC(=NC1)OC1CCN(CC1)CCN)(F)F